ClC=1C=CC(=NC1)NC=NO N-(5-chloropyridin-2-yl)formamide oxime